(R)-N-(1-(3-(difluoromethyl)-2-fluorophenyl)ethyl)-2-methyl-6-(piperidin-4-yl)-[1,2,4]triazolo[4',3':1,6]pyrido[2,3-d]pyrimidin-4-amine formate C(=O)O.FC(C=1C(=C(C=CC1)[C@@H](C)NC=1C2=C(N=C(N1)C)N1C(C(=C2)C2CCNCC2)=NN=C1)F)F